2-(3,4-Dimethoxyphenyl)-7-hydroxy-5,6-dimethoxy-4H-chromen-4-one COC=1C=C(C=CC1OC)C=1OC2=CC(=C(C(=C2C(C1)=O)OC)OC)O